FC1(C(N(C(C(O1)(F)F)(F)F)C(C(=C(F)F)F)(F)F)(F)F)F 2,2,3,3,5,5,6,6-octafluoro-4-(perfluoroallyl)morpholine